FC1=C(C=CC(=C1)F)CC1(CCN(CC1)C(=O)OCC)C(=O)[O-] ethyl 4-[(2,4-difluorophenyl)methyl]piperidine-1,4-dicarboxylate